(2S,4R)-4-fluoro-1-(3-oxo-3,4-dihydro-2H-1,4-benzoxazine-6-carbonyl)-N-[(S)-phenyl[4-(propan-2-yl)phenyl]methyl]pyrrolidine-2-carboxamide F[C@@H]1C[C@H](N(C1)C(=O)C=1C=CC2=C(NC(CO2)=O)C1)C(=O)N[C@H](C1=CC=C(C=C1)C(C)C)C1=CC=CC=C1